COC1=C(CN(S(=O)(=O)C2=C(C=C(C=C2F)F)F)C=2SC=CN2)C=CC(=C1)OC N-(2,4-dimethoxybenzyl)-2,4,6-trifluoro-N-(thiazole-2-yl)benzenesulfonamide